C(C)C1=CC=C(C=C1)C1=CC(=C(C=C1)C1=CC=C(C=C1)CCC)F 4''-ethyl-2'-fluoro-4-propyl-1,1':4',1''-terphenyl